5-amino-3-(trifluoromethyl)pyridine-2-carbonitrile NC=1C=C(C(=NC1)C#N)C(F)(F)F